C(N)(=O)C1N(CC(CC1)NC(=O)OC(C)C)C(=O)OC(C)(C)C tert-butyl 2-carbamoyl-5-(isopropoxycarbonylamino)piperidine-1-carboxylate